Acrylonitrile Ammonium Itaconate C(C(=C)CC(=O)[O-])(=O)[O-].[NH4+].C(C=C)#N.[NH4+]